OC=1C(C2=CC=C(C=C2C(C1)=O)OC)=O 2-hydroxy-6-methoxy-1,4-naphthoquinone